C(C)(C)C1=C(C=C(C=C1)OC)NC(=S)NC(=O)NCCCCC1=CC=C(C=C1)C1=NN(C=N1)C1=CC=C(C=C1)OC(F)(F)F 1-[(2-isopropyl-5-methoxy-phenyl)carbamothioyl]-3-[4-[4-[1-[4-(trifluoromethoxy)phenyl]-1H-1,2,4-triazol-3-yl]phenyl]butyl]urea